N-cyclopropyl-2-(4,4-difluoropiperidin-1-yl)-6-methoxy-7-(3-(pyrrolidin-1-yl)prop-1-yn-1-yl)quinazolin-4-amine C1(CC1)NC1=NC(=NC2=CC(=C(C=C12)OC)C#CCN1CCCC1)N1CCC(CC1)(F)F